FC=1C=C(\C=C\2/CC(C\C(\C2=O)=C/C2=CC(=C(C=C2)F)F)C2=C(C(=O)N)C=CC(=C2)OCCN(CCCC)CCCC)C=CC1F (3,5-Bis((E)-3,4-difluorobenzylidene)-4-oxocyclohexyl)-4-(2-(dibutylamino)ethoxy)benzamide